(S)-1-(tert-butyloxycarbonyl)-5-oxopyrrolidine-2-carboxylic acid ethyl ester C(C)OC(=O)[C@H]1N(C(CC1)=O)C(=O)OC(C)(C)C